FC=1C=C(C=C(C1)S(=O)(=O)C)CC1CC2(CN(C2)C(=O)OC(C)(C)C)C1 tert-butyl 6-[(3-fluoro-5-methylsulfonyl-phenyl)methyl]-2-azaspiro[3.3]heptane-2-carboxylate